C(#C)C1=C(C=CC(=C1)C(F)(F)F)S(=O)(=O)N1C[C@@H]([C@@](C1)(CO)O)OC1=CC(=C(C#N)C=C1)F 4-(((3S,4R)-1-((2-ethynyl-4-(trifluoromethyl)phenyl)sulfonyl)-4-hydroxy-4-(hydroxymethyl)pyrrolidin-3-yl)oxy)-2-fluorobenzonitrile